(R)-1-(4-((1-(3-cyano-2-methylphenyl)ethyl)amino)-7-methoxy-2-methyl-quinazolin-6-yl)piperidine-4-carboxylic acid C(#N)C=1C(=C(C=CC1)[C@@H](C)NC1=NC(=NC2=CC(=C(C=C12)N1CCC(CC1)C(=O)O)OC)C)C